Cl.ICCN1CCOCC1 4-(2-iodoethyl)morpholine hydrochloride